CNS(=O)(=O)C=1C=C2C(=CN(C2=CC1)C1=CC=C(C=C1)C)C=1N=CN(C1)C N-methyl-3-(1-methyl-1H-imidazol-4-yl)-1-(p-tolyl)-1H-indole-5-sulfonamide